4-(3-methylbenzofuran-2-yl)-2,5-diphenyloxazole CC1=C(OC2=C1C=CC=C2)C=2N=C(OC2C2=CC=CC=C2)C2=CC=CC=C2